N-(2-(benzo[d][1,3]dioxol-5-yl)-2-((diphenylmethylene)amino)ethyl)pentan-1-amine O1COC2=C1C=CC(=C2)C(CNCCCCC)N=C(C2=CC=CC=C2)C2=CC=CC=C2